CC1=C(C(=CC=C1)C)C1=NC=2NS(C=3C=CC=C(NC(C4CNCC(OC(=C1)N2)C4)=O)C3)(=O)=O racemic-19-(2,6-dimethylphenyl)-8,15,15-trioxo-2-oxa-15λ6-thia-5,9,16,18,21-pentaazatetracyclo[15.3.1.13,7.110,14]tricosa-1(20),10,12,14(22),17(21),18-hexaene